ClC=1C=C(SC1C)C(=O)O 4-chloro-5-methylthiophene-2-carboxylic acid